N1(CCCCCC1)CC[C@H](CSC1=CC=CC=C1)NC1=C(C=C(C=C1)S(=O)(=O)N)S(=O)(=O)C(F)(F)F (R)-4-((4-(azepan-1-yl)-1-(phenylthio)butan-2-yl)amino)-3-((trifluoromethyl)sulfonyl)benzenesulfonamide